The molecule is a 4-oxo monocarboxylic acid anion that is the conjugate base of [(R)-2,2,3-trimethyl-2-oxocyclopent-3-enyl]acetic acid, arising from deprotonation of the carboxy group; major species at pH 7.3. It is a conjugate base of a [(R)-2,2,3-trimethyl-5-oxocyclopent-3-en-1-yl]acetic acid. CC1=CC(=O)[C@@H](C1(C)C)CC(=O)[O-]